O=C1N(C(CC1)=O)OC(=O)C=1C=NN(C1)COCC[Si](C)(C)C 1-((2-(trimethylsilyl)ethoxy)methyl)-1H-pyrazole-4-carboxylic acid 2,5-dioxopyrrolidin-1-yl ester